3-Fluoro-5-hydroxybenzonitrile FC=1C=C(C#N)C=C(C1)O